1,1-dimethylethoxy-N,N-dimethylmethylamine CC(C)(OCN(C)C)C